2-amino-6-borono-2-(3-(4-(3,5-difluorobenzyl)piperazin-1-yl)propyl)hexanoic acid NC(C(=O)O)(CCCCB(O)O)CCCN1CCN(CC1)CC1=CC(=CC(=C1)F)F